N-((1R,2R)-1-(3-chlorophenyl)-3-((R)-3-fluoropyrrolidin-1-yl)-1-hydroxypropan-2-yl)-2-(2,3-dihydro-1H-inden-2-yl)acetamide ClC=1C=C(C=CC1)[C@H]([C@@H](CN1C[C@@H](CC1)F)NC(CC1CC2=CC=CC=C2C1)=O)O